FC1(CC2(CC(C2)NCC(C#N)NC2=CN=CC3=CC=CC=C23)C1)F 3-((6,6-difluorospiro[3.3]heptan-2-yl)amino)-2-(isoquinolin-4-ylamino)propanenitrile